3-methyl-2-oxo-1-oxa-3-azaspiro[4.5]decane-8-carboxylic acid hydrazide CN1C(OC2(C1)CCC(CC2)C(=O)NN)=O